3-(5-(trifluoromethyl)-1H-benzo[d]imidazol-2-yl)-1H-pyrazol-4-amine FC(C1=CC2=C(NC(=N2)C2=NNC=C2N)C=C1)(F)F